(3aR,6aS)-2-(tert-butoxycarbonyl)octahydrocyclopenta[c]pyrrole-5-carboxylic acid C(C)(C)(C)OC(=O)N1C[C@@H]2[C@H](C1)CC(C2)C(=O)O